(R)-Bocamine C(=O)(OC(C)(C)C)N